1-(6-(3,3-difluoropyrrolidin-1-yl)-4-((2R,3S)-2-methyl-3-((methylsulfonyl)methyl)azetidin-1-yl)pyridin-2-yl)-6-(4-methoxypyridin-3-yl)-4-methyl-1H-pyrazolo[4,3-c]pyridine FC1(CN(CC1)C1=CC(=CC(=N1)N1N=CC=2C(=NC(=CC21)C=2C=NC=CC2OC)C)N2[C@@H]([C@H](C2)CS(=O)(=O)C)C)F